FC1=NC(=CC=C1S(=O)(=O)N)F 2,6-difluoropyridine-3-sulfonamide